N,N'-hexamethylenebis(4-carbamoyl-1-decylpyridinium) C(N)(=O)C1=CC[N+](C=C1)(CCCCCCCCCC)CCCCCC[N+]1(CC=C(C=C1)C(N)=O)CCCCCCCCCC